6,7-dimethyl-1,2,3,5-tetrahydro-4H-pyrrolo[3,4-C]pyridin-4-one, hydrochloride Cl.CC1=C(C2=C(C(N1)=O)CNC2)C